((2R)-2-((2S)-2-((2S)-2-amino-3-(1-((2,4-difluorophenyl)(phenyl)methyl)-1H-imidazol-4-yl)propanamido)-6-octanamidohexanamido)-3-(p-tolyl)propanoyl)-L-tyrosine N[C@H](C(=O)N[C@H](C(=O)N[C@@H](C(=O)N[C@@H](CC1=CC=C(C=C1)O)C(=O)O)CC1=CC=C(C=C1)C)CCCCNC(CCCCCCC)=O)CC=1N=CN(C1)C(C1=CC=CC=C1)C1=C(C=C(C=C1)F)F